N-(tert-butyl)-2-cyanoacetamide CC(C)(C)NC(=O)CC#N